NC=1C(NC2=C3N=CC=CC3=C(C=C2C1C1=C2C=NNC2=C(C=C1)F)N1CCC(CC1)N1CCOCC1)=O 3-amino-4-(7-fluoro-1H-indazol-4-yl)-6-(4-morpholin-4-ylpiperidin-1-yl)-1H-1,10-phenanthrolin-2-one